C1(CCCCC1)OC1=NC(=NC=C1C(=O)OCC)C1CCCC1 ethyl 4-(cyclohexoxy)-2-cyclopentyl-pyrimidine-5-carboxylate